3-(1-(4-isopropylbenzoyl)piperidin-3-ylphenoxy)-2-methylpropanoic acid methyl ester COC(C(COC1=C(C=CC=C1)C1CN(CCC1)C(C1=CC=C(C=C1)C(C)C)=O)C)=O